1-(1-Acetylpiperidin-4-yl)-3-((5-(5-(difluoromethyl)-1,3,4-oxadiazol-2-yl)pyridin-2-yl)methyl)-1,3-dihydro-2H-imidazo[4,5-b]pyridin-2-one C(C)(=O)N1CCC(CC1)N1C(N(C2=NC=CC=C21)CC2=NC=C(C=C2)C=2OC(=NN2)C(F)F)=O